4-HYDROXY-2-METHYLHEXANOIC ACID OC(CC(C(=O)O)C)CC